[2-ethyl-4-[[3-[1-(2-fluoroethyl)-3-(trifluoromethyl)pyrazol-4-yl]imidazo[1,2-a]pyrazin-8-yl]amino]phenyl]-[4-(piperidine-4-carbonyl)piperazin-1-yl]methanone C(C)C1=C(C=CC(=C1)NC=1C=2N(C=CN1)C(=CN2)C=2C(=NN(C2)CCF)C(F)(F)F)C(=O)N2CCN(CC2)C(=O)C2CCNCC2